CC1=NC(=CC=C1N1CCN(CC1)CC1=NSC(=C1)NC(C(CC)=O)=O)N1N=CC=C1 N-(3-((4-(2-methyl-6-(1H-pyrazol-1-yl)pyridin-3-yl)piperazin-1-yl)methyl)isothiazol-5-yl)-2-oxobutanamide